tetramethylbutane-1,4-diamine CC(C(N)(C)C)(CCN)C